C(C)(C)C1=CC=C(C=C1)C1=CC(=CC=C1)S(=O)(=O)N1CC(CCC1)C1=C(OCC(C(=O)NS(=O)(=O)C=2SC=CC2)C)C=CC=C1 3-(1-((4'-isopropyl-[1,1'-biphenyl]-3-yl)sulfonyl)piperidin-3-ylphenoxy)-2-methyl-N-(thiophen-2-ylsulfonyl)propanamide